FC1=C2C(=C(C=3SC4=CC(=C(C=C4SC13)N)N)F)SC1=C(S2)C=C(C(=C1)N)N 6,13-Difluorobenzo[5,6][1,4]Dithiino[2,3-b]Thianthrene-2,3,9,10-Tetraamine